androstene-3,7-diol C[C@@]12C=CC[C@H]1[C@@H]1C(CC3CC(CC[C@]3(C)[C@H]1CC2)O)O